4-({5-fluoro-4-[(6S)-6-methyl-4-oxa-7-azaspiro[2.5]octan-7-yl]pyrimidin-2-yl}amino)benzenesulfonamide FC=1C(=NC(=NC1)NC1=CC=C(C=C1)S(=O)(=O)N)N1[C@H](COC2(CC2)C1)C